ClC1=C(C(=O)[O-])C=CC(=C1)OC[C@H](CCC1CCN(CC1)C([C@@](C(F)(F)F)(C1=CC(=CC=C1)OC)O)=O)C |o1:12,22| 2-chloro-4-((S or R)-2-methyl-4-(1-((R or S)-3,3,3-trifluoro-2-hydroxy-2-(3-methoxyphenyl)propanoyl)piperidin-4-yl)butoxy)benzoate